C(CCCCCCCCC(=O)OCCl)(=O)OC(C)(C)C 1-(tert-butyl) 10-(chloromethyl) decanedioate